NC1=C(C(N(N=C1)CC1=NC(=NO1)C[C@@H](C1=CC=C(C=C1)C)O)=O)C (S)-5-amino-2-((3-(2-hydroxy-2-(4-methylphenyl)ethyl)-1,2,4-oxadiazol-5-yl)methyl)-4-methylpyridazin-3(2H)-one